4-((R)-2-(4-chlorophenyl)-3-(4-((5R,7R)-7-hydroxy-5-methyl-6,7-dihydro-5H-cyclopenta[d]pyrimidin-4-yl)piperazin-1-yl)-3-oxopropyl)piperazin-2-one ClC1=CC=C(C=C1)[C@H](CN1CC(NCC1)=O)C(=O)N1CCN(CC1)C=1C2=C(N=CN1)[C@@H](C[C@H]2C)O